C1(CC1)C=1C=NC=2N(C1)C=C(N2)C(=O)N2C[C@H]([C@@]1(CC2)NCC2=CC=CC=C2C1)O (6-Cyclopropylimidazo[1,2-a]pyrimidin-2-yl)-[(3R,3'R)-3'-hydroxy-1,4-dihydro-1'H,2H-spiro[isochinolin-3,4'-piperidin]-1'-yl]methanon